4-fluoro-2-(trifluoro-methyl)benzaldehyde FC1=CC(=C(C=O)C=C1)C(F)(F)F